Ethyl (1R,2S)-2-{3-[({5-[2-(benzyloxy)ethyl]-1-[(2S)-2-butanyl]-1H-pyrrol-2-yl} carbonyl)amino]-4-(trifluoromethyl)phenyl}cyclopropanecarboxylate C(C1=CC=CC=C1)OCCC1=CC=C(N1[C@@H](C)CC)C(=O)NC=1C=C(C=CC1C(F)(F)F)[C@@H]1[C@@H](C1)C(=O)OCC